3-phenoxy-2-hydroxypropyl methacrylate C(C(=C)C)(=O)OCC(COC1=CC=CC=C1)O